1-(4-(Benzyloxy)phenyl)-6-chloro-3-methyl-1,3-dihydro-2H-imidazo[4,5-c]pyridin-2-one C(C1=CC=CC=C1)OC1=CC=C(C=C1)N1C(N(C=2C=NC(=CC21)Cl)C)=O